C(C=C)NC1CCN(CC1)C=1C2=CN(N=C2C(=CC1)C(=O)NC1=CC2=CN(N=C2C(=C1)CO)C)C 4-[4-(allylamino)-1-piperidyl]-N-[7-(hydroxymethyl)-2-methyl-indazol-5-yl]-2-methyl-indazole-7-carboxamide